C1(=CC=CC=C1)NC=1C=CC=C2C1OC1=C2C=2C=CC=CC2C=C1C(C)C N-phenyl-6-isopropylbenzo[b]naphtho[1,2-d]furan-8-amine